OC=1C=C2C=CC=C(C2=CC1)C1=C(C(=NC=2CN(CCC12)C(C)C)N1CC2(CN(C2)C(C=C)=O)CC1)C 1-(6-(4-(6-Hydroxy-1-naphthalenyl)-3-methyl-7-(2-propanyl)-5,6,7,8-tetrahydro-1,7-naphthyridin-2-yl)-2,6-diazaspiro[3.4]octan-2-yl)-2-propen-1-one